C[C@H]1CN(CCN1)C(CC1=CC=C(C=C1)NC(=O)NCC1=CC=C(C=C1)Cl)=O N-{4-[2-((3S)-3-methylpiperazinyl)-2-oxoethyl]phenyl}{[(4-chlorophenyl)methyl]amino}carboxamide